ClC=1SC2=C(N1)C=CC(=C2)S(=O)(=O)NCC2=CC=C(C=C2)OC 2-chloro-N-(4-methoxybenzyl)benzo[d]thiazole-6-sulfonamide